ethyl 2-(2-((6-(3-(aminomethyl)phenyl)benzofuran-3-yl)methoxy)phenyl)acetate NCC=1C=C(C=CC1)C1=CC2=C(C(=CO2)COC2=C(C=CC=C2)CC(=O)OCC)C=C1